N(=N\C(=O)OC(C)C)/C(=O)OC(C)C Di-isopropyl (E)-diazene-1,2-dicarboxylate